6-{3,5-difluoro-4-[(4-hydroxyoxan-4-yl)methoxy]phenyl}-4-{[(3S,5S)-5-fluoropiperidin-3-yl]amino}pyrido[3,2-d]pyrimidine-8-carboxamide FC=1C=C(C=C(C1OCC1(CCOCC1)O)F)C=1C=C(C=2N=CN=C(C2N1)N[C@@H]1CNC[C@H](C1)F)C(=O)N